C(C)(C)(C)OC(CCC(=O)N[C@H](C(=O)OCC1=CC=CC=C1)CC1=CC=CC=C1)=O (S)-4-((1-(benzyloxy)-1-oxo-3-phenylpropan-2-yl)amino)-4-oxobutanoic acid tert-butyl ester